1,2-bis(3,5-di-t-butyl-4-hydroxy-phenylpropionyl)hydrazine C(C)(C)(C)C=1C=C(C=C(C1O)C(C)(C)C)CCC(=O)NNC(CCC1=CC(=C(C(=C1)C(C)(C)C)O)C(C)(C)C)=O